N-[(1R,3S)-3-[[5-chloro-4-(7-fluoro-3-isopropyl-2-methyl-indazol-5-yl)-2-pyridyl]carbamoyl]cyclohexyl]morpholine-4-carboxamide ClC=1C(=CC(=NC1)NC(=O)[C@@H]1C[C@@H](CCC1)NC(=O)N1CCOCC1)C1=CC2=C(N(N=C2C(=C1)F)C)C(C)C